F[C@@H]1CN(CC[C@@H]1NC(CCC1=NN=C2N1N=C(C=C2)N2CCN(CC2)C)=O)C(=O)[O-] (3R,4S)-3-fluoro-4-{3-[6-(4-methylpiperazin-1-yl)-[1,2,4]triazolo[4,3-b]pyridazin-3-yl]propanamido}piperidine-1-carboxylate